S(=O)(=O)(O)C=1C(=C(C(=C(C1)O)S(=O)(=O)O)S(=O)(=O)O)S(=O)(=O)O tetrasulfophenol